3-methoxyazetidine-1-sulfonamide formate C(=O)O.COC1CN(C1)S(=O)(=O)N